trans-N-(4-chloro-3-(2H-1,2,3-triazol-2-yl)phenyl)-1-(cyanomethyl)-3-methyl-6-azabicyclo[3.1.1]heptane-6-carboxamide ClC1=C(C=C(C=C1)NC(=O)N1C2CC(CC1(C2)CC#N)C)N2N=CC=N2